P(O)(=O)(OP(=O)(O)OP(=O)(O)O)OC[C@@H]1[C@H]([C@H]([C@@H](O1)N1C(=O)N=C(N)C(=C1)C#C)O)O 5-ethynyl-cytidine triphosphate